C(CCCCCCC)[C@@]1(C[C@H](O)[C@@H](CO)O1)N1C(=O)NC(=O)C(C)=C1 octylthymidine